2,4-dichloro-6-methylpyridin-3-amine ClC1=NC(=CC(=C1N)Cl)C